CC(C(=O)O)(CC(=O)O)CC 2-methyl-2-ethyl-succinic acid